COC=1C=C(C=C2CCN(C(C12)=O)C=1C=CC(=C(C1)NS(=O)(=O)C)OCOCCOC)C1=CC=C(C=C1)C(F)(F)F N-(5-(8-methoxy-1-oxo-6-(4-(trifluoromethyl)phenyl)-3,4-dihydroisoquinolin-2(1H)-yl)-2-((2-methoxyethoxy)methoxy)phenyl)methanesulfonamide